6,7-difluoro-1-methyl-5-[4-methyl-6-(4,4,4-trifluoro-3,3-dimethyl-but-1-ynyl)-3,5-dihydro-2H-1,4-benzodiazepin-1-yl]-[1,2,4]triazolo[4,3-a]quinazoline FC1=C2C(=NC=3N(C2=CC=C1F)C(=NN3)C)N3CCN(CC1=C3C=CC=C1C#CC(C(F)(F)F)(C)C)C